tert-butyl (R)-9-bromo-7-fluoro-1,2,4a,5-tetrahydrobenzo[b]pyrazino[1,2-d][1,4]oxazine-3(4H)-carboxylate BrC1=CC2=C(OC[C@@H]3N2CCN(C3)C(=O)OC(C)(C)C)C(=C1)F